FC1(CN(CCC1)CC[C@@H](CC(=O)O)NC(=O)C1=NN(C(=C1)C1=C(C=CC=C1)C(F)(F)F)C1=NC=CC=C1)F (3S)-5-(3,3-difluoropiperidin-1-yl)-3-{[1-(pyridin-2-yl)-5-[2-(trifluoromethyl)phenyl]-1H-pyrazol-3-yl]formamido}pentanoic acid